2-(Tert-butoxycarbonylamino)ethyl (4-nitrophenyl) carbonate C(OCCNC(=O)OC(C)(C)C)(OC1=CC=C(C=C1)[N+](=O)[O-])=O